BrC1=C(C=C2C(=NC(NC2=C1SC[C@@H](CN1CC=2N(CC1)C(=NN2)C(F)(F)F)O)=O)O)Cl (R)-7-bromo-6-chloro-4-hydroxy-8-((2-hydroxy-3-(3-(trifluoromethyl)-5,6-dihydro-[1,2,4]triazolo[4,3-a]pyrazin-7(8H)-yl)propyl)thio)quinazolin-2(1H)-one